ethyl 5-bromo-1-isopropyl-1H-pyrazole-4-carboxylate BrC1=C(C=NN1C(C)C)C(=O)OCC